7-[2,3,5-tri(fluoro)phenyl]Benzofuran-2-carboxylic acid methyl ester COC(=O)C=1OC2=C(C1)C=CC=C2C2=C(C(=CC(=C2)F)F)F